(+/-)-N3-ethyl-N5-((trans)-2-methylcyclopropyl)-2-oxo-1-((1-toluenesulfonyl-1H-indol-4-yl)methyl)-1,2-dihydropyridine-3,5-dicarboxamide C(C)NC(=O)C=1C(N(C=C(C1)C(=O)N[C@H]1[C@@H](C1)C)CC1=C2C=CN(C2=CC=C1)S(=O)(=O)CC1=CC=CC=C1)=O |r|